7-((4-(2-methyl-6-(methylcarbamoyl)pyridin-3-yl)piperazin-1-yl)methyl)furo[2,3-c]quinolin-4(5H)-one CC1=NC(=CC=C1N1CCN(CC1)CC=1C=CC=2C3=C(C(NC2C1)=O)OC=C3)C(NC)=O